OC1=C(C(=CC(=C1)C(F)(F)F)C)C1=CC=C(N=N1)NC1C(C(CC1)O)O 3-((6-(2-Hydroxy-6-methyl-4-(trifluoromethyl)phenyl)pyridazin-3-yl)amino)cyclopentane-1,2-diol